FC(C1=CC=C(CNCC)C=C1)(F)F N-(4-(trifluoromethyl)benzyl)-ethanamine